(4-(Methyl((trans)-4-((N-methylsulfamoyl) methyl)cyclohexyl)amino)-7H-pyrrolo[2,3-d]pyrimidin-7-yl)methyl 2-(4-acetamidophenyl)acetate C(C)(=O)NC1=CC=C(C=C1)CC(=O)OCN1C=CC2=C1N=CN=C2N([C@@H]2CC[C@H](CC2)CS(NC)(=O)=O)C